tert-Butyl (R)-4-(3-(ethylamino)-3-(4-fluorophenyl)propanoyl)piperidine-1-carboxylate C(C)N[C@H](CC(=O)C1CCN(CC1)C(=O)OC(C)(C)C)C1=CC=C(C=C1)F